5,6,7,9-tetrahydropyrano[3',4':4,5]pyrrolo[3,2-b]pyridine N1=C2C(=CC=C1)NC1=C2COCC1